7-bromo-4-chloro-1-(2-chloro-5-fluorophenyl)-1-hydroxy-2-[(4-methoxyphenyl)methyl]-2,3-dihydro-1H-pyrrolo[4,3-c]pyridin-3-one BrC=1C2=C(C(=NC1)Cl)C(N(C2(O)C2=C(C=CC(=C2)F)Cl)CC2=CC=C(C=C2)OC)=O